BrC1=CC=2C(CN3C(C2C=C1)=NC1=C3C=CC=C1)(C(=O)[O-])CC1OCCC1 3-bromo-5-((tetrahydrofuran-2-yl)methyl)-5,6-dihydrobenzo[4,5]imidazo[2,1-a]isoquinoline-5-carboxylate